NC1=NC2=C(C=3N1N=C(N3)C=3OC=CC3)SC(N2CCN2CCN(CC2)C2=C(C=C(C=C2)OCCN2CCNCC2)F)=O 5-amino-3-(2-(4-(2-fluoro-4-(2-(piperazin-1-yl)ethoxy)phenyl)piperazin-1-yl)ethyl)-8-(furan-2-yl)thiazolo[5,4-e][1,2,4]triazolo[1,5-c]pyrimidin-2(3H)-one